C[Si](C)(C)C=1NC=CC1 (trimethylsilyl)azole